C(C1=CC=CC=C1)OC[C@@H]1[C@H]([C@H]([C@H]([C@H](OCCNC(C[C@@H](CCCCCCCCCCC)OC(CCCCCCCCC)=O)=O)O1)NC(C[C@@H](CCCCCCCCCCC)OC(CCCCCCCCC)=O)=O)NC(C[C@@H](CCCCCCCCCCC)OC(CCCCCCCCC)=O)=O)OP(CC1=CC=CC=C1)CC1=CC=CC=C1 2-[(R)-3-decanoyloxytetradecanoylamino]ethyl 6-O-benzyl-4-O-dibenzylphosphino-2,3-di-[(R)-3-decanoyloxytetradecanoylamino]-2,3-dideoxy-β-D-allopyranoside